methyl 6-(N-(3-(1-(cyclopentylmethyl)-5-methyl-1H-pyrazol-4-yl)-6-(8-(thiazolo[5,4-b]pyridin-2-ylcarbamoyl)-3,4-dihydroisoquinolin-2(1H)-yl)picolinoyl)sulfamoyl)hexanoate C1(CCCC1)CN1N=CC(=C1C)C=1C(=NC(=CC1)N1CC2=C(C=CC=C2CC1)C(NC=1SC2=NC=CC=C2N1)=O)C(=O)NS(=O)(=O)CCCCCC(=O)OC